O[C@H]1CC[C@@]2([C@H]3CC[C@@]4([C@H](CC[C@H]4[C@@H]3CC[C@H]2C1)[C@@H](CCC(=O)N1CCN(CC1)C1=NC=NC=C1OC)C)C)C (R)-4-((3S,5S,8R,9S,10S,13R,14S,17R)-3-hydroxy-10,13-dimethylhexadecahydro-1H-cyclopenta[a]phenanthren-17-yl)-1-(4-(5-methoxypyrimidin-4-yl)piperazin-1-yl)pentan-1-one